OC=1C(=C2C(=NC1)N=C(N2C)C(=O)NC2(CCS(CC2)(=O)=O)C)C 6-Hydroxy-1,7-dimethyl-N-(4-methyl-1,1-dioxidotetrahydro-2H-thiopyran-4-yl)-1H-imidazo[4,5-b]pyridine-2-carboxamide